Propan-2-yl 2-{[(1,2,3,5,6,7-hexahydro-s-indacen-4-yl)-carbamoyl]oxy}-3-(5-methyl-pyrazin-2-yl)propanoate C1CCC2=C(C=3CCCC3C=C12)NC(=O)OC(C(=O)OC(C)C)CC1=NC=C(N=C1)C